FC(C=1C=C2C(=NNC2=CC1)C(=O)O)(F)F 5-(trifluoromethyl)-1H-indazole-3-carboxylic acid